tertbutyl 4-[[7-[2-cyano-3-[[ethyl(methyl)sulfamoyl]amino]-6-fluoro-phenoxy]quinoxalin-2-yl]oxymethyl]-4-hydroxy-piperidine-1-carboxylate C(#N)C1=C(OC2=CC=C3N=CC(=NC3=C2)OCC2(CCN(CC2)C(=O)OC(C)(C)C)O)C(=CC=C1NS(N(C)CC)(=O)=O)F